Methyl 2-(4-(1-(4-(5-chloro-2-(4-chloro-1H-1,2,3-triazol-1-yl)phenyl)-5-methoxy-2-oxopyridin-1(2H)-yl)propyl)-1H-1,2,3-triazol-1-yl)benzoate ClC=1C=CC(=C(C1)C1=CC(N(C=C1OC)C(CC)C=1N=NN(C1)C1=C(C(=O)OC)C=CC=C1)=O)N1N=NC(=C1)Cl